(S)-1-(4-fluorophenyl)-7-(((trifluoromethyl)sulfonyl)oxy)-3,4-dihydroisoquinoline-2(1H)-carboxylic acid tert-butyl ester C(C)(C)(C)OC(=O)N1[C@H](C2=CC(=CC=C2CC1)OS(=O)(=O)C(F)(F)F)C1=CC=C(C=C1)F